N1(C=NC=C1)C=1N=C(C2=C(N1)C=CN2)C(=O)NC2CCC(CC2)C(C)(C)OC 2-(1H-imidazol-1-yl)-N-((1r,4r)-4-(2-methoxypropan-2-yl)cyclohexyl)-5H-pyrrolo[3,2-d]pyrimidine-4-carboxamide